OC1=C(C(=O)OCC)C=C(C(=C1)C(=O)NC1=CC(=C(C=C1)O)C(=O)OC)O Ethyl 2,5-dihydroxy-4-(4-hydroxy-3-(methoxycarbonyl)phenylaminocarbonyl)benzoat